(R)-1-(5-bromo-2'-chloro-[1,1'-biphenyl]-2-carbonyl)-N-((R,E)-5-(3,3-difluoroazetidin-1-yl)-5-oxopent-3-en-2-yl)-4-fluoroazepane-4-carboxamide BrC1=CC=C(C(=C1)C1=C(C=CC=C1)Cl)C(=O)N1CC[C@](CCC1)(C(=O)N[C@H](C)\C=C\C(=O)N1CC(C1)(F)F)F